1,4,8,11-tetraazacyclododecane N1CCNCCCNCCNC1